p-phenylphthalamide C1(=CC=CC=C1)C=1C=C(C(C(=O)N)=CC1)C(=O)N